ethyl 3-amino-6-bromo-5-(trifluoromethyl)pyrazine-2-carboxylate NC=1C(=NC(=C(N1)C(F)(F)F)Br)C(=O)OCC